[N].F[P] fluorophosphorus nitrogen